FC1=CC=CC=2C=3N(C=NC12)N=C(N3)C3=CC(=CC=C3)F 7-fluoro-2-(3-fluorophenyl)[1,2,4]triazolo[1,5-c]quinazolin